C(N)(=N)N1CCC(=CC1)C1=CC(=C(C(=O)NC2=CC(=C(C=C2)N2CCN(CC2)C(N)=N)F)C=C1)C 4-(1-carbamimidoyl-1,2,3,6-tetrahydropyridin-4-yl)-N-(4-(4-carbamimidoylpiperazin-1-yl)-3-fluorophenyl)-2-methylbenzamide